[Li].C(C1=CC=CC=C1)N(S(=O)(=O)C=1C2=C(SC1)C=CC=C2)C#CC=2C(=C(C(=O)O)C=CC2)N2C=CC=C2 3-((N-benzyl-benzo[b]thiophene-3-sulfonylamino)ethynyl)-2-(1H-pyrrol-1-yl)benzoic acid lithium